5-(2-Phenylpyrrolidin-1-yl)-1H-benzo[d]imidazol C1(=CC=CC=C1)C1N(CCC1)C1=CC2=C(NC=N2)C=C1